[C@H](C)(CC)[C@@H]1N(CC2=C(NC1=O)C=CC=C2)C(=O)C2=CC=1C(=CN=CC1)N2 (S)-3-((S)-sec-butyl)-4-(1H-pyrrolo[2,3-c]pyridine-2-carbonyl)-1,3,4,5-tetrahydro-2H-benzo[e][1,4]diazepin-2-one